CC1=CC=CC(=N1)C1=NC=CC(=N1)NC1=NC(=NC=C1)NC=1C=C(C=CC1)CO [3-[[4-[[2-(6-methyl-2-pyridyl)pyrimidin-4-yl]amino]pyrimidin-2-yl]amino]phenyl]methanol